FC1=C(C2=C(C(=N1)OC)N=C(S2)NC(C2=CC=C(C(=O)N(C)C)C=C2)=O)C2CCOCC2 N-[6-Fluoro-4-methoxy-7-(tetrahydro-pyran-4-yl)-thiazolo[4,5-c]pyridin-2-yl]-N',N'-dimethyl-terephthalamid